(Rac)-1-(methyl(m-tolyl)carbamoyl)hexahydrocyclopenta[c]pyrrole-2(1H)-carboxylate CN(C(=O)C1N(CC2C1CCC2)C(=O)[O-])C=2C=C(C=CC2)C